C[C@H]1CN(CC2=CC(=CC=C12)C(=O)NC=1C=NC=C(C1)CC(F)(F)F)C1CC(N(CC1)C)=O (4R)-4-methyl-2-(1-methyl-2-oxo-4-piperidyl)-N-[5-(2,2,2-trifluoroethyl)-3-pyridyl]-3,4-dihydro-1H-isoquinoline-7-carboxamide